3-(benzyloxy)-5-nitrobenzaldehyde C(C1=CC=CC=C1)OC=1C=C(C=O)C=C(C1)[N+](=O)[O-]